5-(2-Methyl-5-nitrophenyl)-3-(1-(naphthalen-1-yl)ethyl)-1,3,4-oxadiazol-2(3H)-one CC1=C(C=C(C=C1)[N+](=O)[O-])C1=NN(C(O1)=O)C(C)C1=CC=CC2=CC=CC=C12